2-(3,4-dimethoxyphenyl)-6-(1'-isobutyl-[1,4'-bipiperidin]-4-yl)-1-methyl-1H-benzo[d]imidazole COC=1C=C(C=CC1OC)C1=NC2=C(N1C)C=C(C=C2)C2CCN(CC2)C2CCN(CC2)CC(C)C